(R)-4'-((1-(3-(1,1-difluoro-2-hydroxy-2-methylpropyl)-2-fluorophenyl)ethyl)amino)-2',6'-dimethylspiro[cyclopropane-1,8'-pyrrolo[2,3-g]quinazoline]-7'(6'h)-one FC(C(C)(C)O)(F)C=1C(=C(C=CC1)[C@@H](C)NC1=NC(=NC2=CC3=C(C=C12)N(C(C31CC1)=O)C)C)F